(1S,3S)-7-(5-chloro-2-(1H-tetrazol-1-yl)phenyl)-1-methyl-5-oxo-1,2,3,5-tetrahydroindolizine-3-carboxylic acid ClC=1C=CC(=C(C1)C1=CC(N2[C@@H](C[C@@H](C2=C1)C)C(=O)O)=O)N1N=NN=C1